C(C)(C)C1(C=CC=C1)[La](C1(C=CC=C1)C(C)C)C1(C=CC=C1)C(C)C.[La] lanthanum Tris(isopropyl-cyclopentadienyl)lanthanum